ClC1=C(C=CC=C1)N1N=NC(=C1)CN1C(N(C2=C1C=CC=C2)CC(O)C2=CC(=C(C=C2)Cl)Cl)=N 2-(3-((1-(2-chlorophenyl)-1H-1,2,3-triazol-4-yl)methyl)-2-imino-2,3-dihydro-1H-benzo[d]imidazol-1-yl)-1-(3,4-dichlorophenyl)ethan-1-ol